4-((5-(2,4-difluoro-3-hydroxyphenyl)-1,3,4-thiadiazol-2-yl)methyl)-6-isopropyl-4,6-diazaspiro[2.4]heptane-5,7-dione FC1=C(C=CC(=C1O)F)C1=NN=C(S1)CN1C2(CC2)C(N(C1=O)C(C)C)=O